N1CC(C1)C1=CC=C2CCC(NC2=C1)(C)C 7-(azetidin-3-yl)-2,2-dimethyl-1,2,3,4-tetrahydroquinoline